C1(CC1)C1=NC=NC(=C1NC1=C(C(=O)N)C=CC=N1)C1CC1 ((4,6-dicyclopropylpyrimidin-5-yl)amino)nicotinamide